[3-[(2,6-dioxo-3-piperidyl)oxy]phenyl]sulfamoyl fluoride O=C1NC(CCC1OC=1C=C(C=CC1)NS(=O)(=O)F)=O